BrC=1C=C(C=C2C=CC=NC12)C1(CC(C1)C)C1=NN=CN1C 8-bromo-6-[3-methyl-1-(4-methyl-1,2,4-triazol-3-yl)cyclobutyl]quinoline